C(C)(C)C1=C(NC(CC(=O)C)=O)C=CC=C1 2'-isopropylacetoacetanilide